CN(C1=C(C=C(C=C1)C1=NNC(C2=CC=CC=C12)=O)[N+](=O)[O-])C 4-(4-(dimethylamino)-3-nitrophenyl)-phthalazin-1(2H)-one